4-(4-Hydroxy-3-methylphenyl)-2-ethyl-1(2H)-phthalazinone OC1=C(C=C(C=C1)C1=NN(C(C2=CC=CC=C12)=O)CC)C